4-[(1S,2S)-2-(trifluoromethyl)cyclopropyl]pyridazine FC([C@@H]1[C@H](C1)C1=CN=NC=C1)(F)F